1-Acetyl-N-((7-(5-(Difluoromethyl)-1,3,4-Oxadiazol-2-Yl)Imidazo[1,2-a]Pyridin-2-Yl)Methyl)-N-(3-Fluorophenyl)Piperidine-4-Sulfonamide C(C)(=O)N1CCC(CC1)S(=O)(=O)N(C1=CC(=CC=C1)F)CC=1N=C2N(C=CC(=C2)C=2OC(=NN2)C(F)F)C1